(S)-2-(1-cyclopropyl-1H-pyrazol-4-yl)morpholine C1(CC1)N1N=CC(=C1)[C@H]1CNCCO1